7-methyl-3-oxo-1,2,3,4,5,7-hexahydro-6H-pyrazolo[3,4-c]pyridine-6-carboxylic acid tert-butyl ester C(C)(C)(C)OC(=O)N1C(C2=C(CC1)C(NN2)=O)C